NC1=CC=C2C(=C(C(OC2=C1)=O)C(=O)Cl)C 7-Amino-4-methylcoumarinformyl chloride